C(C)(C)(C)O[C@@H](C)[C@H]1C(NC=2C(=NC(=NC2N1C)Cl)C)=O (S)-7-((S)-1-(tert-butoxy)ethyl)-2-chloro-4,8-dimethyl-7,8-dihydropteridin-6(5H)-one